C1(CC1)S(=O)(=O)N1C2=CC=CC=C2C=2[C@@H](CCCC12)N[S@](=O)C(C)(C)C (R)-N-((R)-9-cyclopropylsulfonyl-2,3,4,9-tetrahydro-1H-carbazol-4-yl)-2-methylpropan-2-sulfinamide